C[Si](CCOCN1N=CC=2C(=NC=CC21)CO)(C)C (1-((2-(trimethylsilyl)ethoxy)methyl)-1H-pyrazolo(4,3-c)pyridin-4-yl)methanol